ClC1=C2C=C(N(C2=CC=C1)CCNC1=CC(=NC=N1)C1=CC(=CS1)C(F)(F)F)C#N 5-{6-[2-(4-Chloro-2-cyano-indol-1-yl)-ethylamino]-pyrimidin-4-yl}-3-trifluoromethyl-thiophen